ClC1=CC=C(C(=N1)C(=O)NS(=O)(=O)C)N[C@H](C)C=1C=C(C=C2C(C(=C(OC12)C=1C=NN(C1)C)Cl)=O)C 6-Chloro-3-[[(1R)-1-[3-chloro-6-methyl-2-(1-methylpyrazol-4-yl)-4-oxo-chromen-8-yl]ethyl]amino]-N-methylsulfonyl-pyridine-2-carboxamide